FC12CC(C1)(C2)CN2C(=NC1=C2C=CC=C1)C1CCN(CC1)CC=1C=CC=C2C(=NN(C12)C)C1=CC(=CC=C1)F 7-((4-(1-((3-fluorobicyclo[1.1.1]pentan-1-yl)methyl)-1H-benzo[d]imidazol-2-yl)piperidin-1-yl)methyl)-3-(3-fluorophenyl)-1-methyl-1H-indazole